N-(1-((1,2-dibromoethyl)sulfonyl)piperidine-4-carbonyl)-N-methyl-L-valine methyl ester COC([C@@H](N(C)C(=O)C1CCN(CC1)S(=O)(=O)C(CBr)Br)C(C)C)=O